tert-butyl 4-[4-(4,4,5,5-tetramethyl-1,3,2-dioxaborolan-2-yl)pyrazol-1-yl]piperidine-1-carboxylate CC1(OB(OC1(C)C)C=1C=NN(C1)C1CCN(CC1)C(=O)OC(C)(C)C)C